N-[[6-(2-morpholinopyridine-4-carbonyl)-6-azaspiro[2.5]octan-2-yl]methyl]furo[2,3-c]pyridine-2-carboxamide O1CCN(CC1)C1=NC=CC(=C1)C(=O)N1CCC2(C(C2)CNC(=O)C2=CC=3C(=CN=CC3)O2)CC1